O=C1N(C2=CC(=CC=C2C12CCN(CC2)C(=O)OC(C)(C)C)B2OC(C(O2)(C)C)(C)C)C2CC(C2)N2CCCCC2 tert-butyl 2-oxo-1-[(1s,3s)-3-(piperidin-1-yl)cyclobutyl]-6-(4,4,5,5-tetramethyl-1,3,2-dioxaborolan-2-yl)spiro[indole-3,4'-piperidine]-1'-carboxylate